tert-butyl 3-[5-[3-[1-(2,4-dichlorophenyl)cyclopropyl]-1,2,4-oxadiazol-5-yl]-3-(difluoromethyl)pyrazol-1-yl]propanoate ClC1=C(C=CC(=C1)Cl)C1(CC1)C1=NOC(=N1)C1=CC(=NN1CCC(=O)OC(C)(C)C)C(F)F